4-(3,5-dimethoxybenzyl)-9-(4-fluoro-2-methylphenyl)-7-(hydroxymethyl)-3,4-dihydrobenzo[f][1,4]oxazepin-5(2H)-one COC=1C=C(CN2CCOC3=C(C2=O)C=C(C=C3C3=C(C=C(C=C3)F)C)CO)C=C(C1)OC